trans-4-(4-(4-chlorophenyl)thiazol-2-yl)-N-(6-chloroquinolin-2-yl)cyclohexanecarboxamide ClC1=CC=C(C=C1)C=1N=C(SC1)[C@@H]1CC[C@H](CC1)C(=O)NC1=NC2=CC=C(C=C2C=C1)Cl